1,2,4,6-tetramethylcyclohexa-2,5-diene-1-carboxylic acid CC1(C(=CC(C=C1C)C)C)C(=O)O